2-aminopyrazinyl methyl-sulfonate CS(=O)(=O)OC=1C(=NC=CN1)N